1,6-dicyano-diethyl-3-hexene C(#N)CCC(=C(CCC#N)CC)CC